C1(CCCCC1)[C@@H](C(=O)NC=1C=C2CC(CC2=CC1)(N1C(NC(C1)C(C)C1=CC=CC=C1)=O)C(NC)=O)NC(=O)C1=CC=NN1C N-((1S)-1-cyclohexyl-2-((2-(methylcarbamoyl)-2-(2-oxo-4-(1-phenylethyl)imidazolidin-1-yl)-2,3-dihydro-1H-inden-5-yl)amino)-2-oxoethyl)-1-methyl-1H-pyrazole-5-carboxamide